6-(4-amino-5-(difluoromethyl)pyrimidin-2-yl)-4,7-difluoro-2-((2R,4S)-2-fluoro-4-((6-oxo-5-(trifluoromethyl)-1,6-dihydropyridazin-4-yl)amino)pentyl)isoquinolin-1(2H)-one NC1=NC(=NC=C1C(F)F)C=1C=C2C(=CN(C(C2=CC1F)=O)C[C@@H](C[C@H](C)NC=1C=NNC(C1C(F)(F)F)=O)F)F